C[N+](C1CN(C1)C=1C=CC2=C(N=C(S2)CNC(=O)C2(CC3=CC=CC=C3C2)CC(=O)[O-])C1)(C)C 2-[2-[[5-[3-(trimethylammonio)azetidin-1-yl]-1,3-benzothiazol-2-yl] methylcarbamoyl] indan-2-yl]acetate